COC1=C(C=CC=C1)C1=C(C=NC(=C1)C(F)(F)F)C(=O)O 4-(2-methoxyphenyl)-6-(trifluoromethyl)pyridine-3-carboxylic acid